6-bromo-1-methyl-1H-indazole-4-carbothioamide BrC=1C=C(C=2C=NN(C2C1)C)C(N)=S